C(C)(C)(C)OC(=O)N1N=C(C2=CC(=CC=C12)C1=CC(=CC=C1)I)N 3-amino-5-(3-iodophenyl)-1H-indazole-1-carboxylic acid tert-butyl ester